tert-butyl 4-(2-(1-methyl-2,6-dioxopiperidin-3-yl)-1-oxoisoindolin-5-yl)piperazine-1-carboxylate CN1C(C(CCC1=O)N1C(C2=CC=C(C=C2C1)N1CCN(CC1)C(=O)OC(C)(C)C)=O)=O